(2s,4s)-2-(4-(4-(tert-butyl)phenyl)-2-methylpiperidin-1-yl)-7-oxa-5-azaspiro[3.4]octan-6-one C(C)(C)(C)C1=CC=C(C=C1)[C@@H]1C[C@@H](N(CC1)C1CC2(C1)NC(OC2)=O)C